COC1=CC(=NN1C1=CC=C(C=C1)CN)C(F)(F)F [4-[5-methoxy-3-(trifluoromethyl)-1H-pyrazol-1-yl]phenyl]methylamine